3-methyl-3-oxo-8,10-bis(trifluoromethyl)-3λ6-thia-2-azabicyclo[4.4.0]deca-1(6),2,4,7,9-pentaen-5-amine CS1(=NC=2C(=CC(=CC2C(=C1)N)C(F)(F)F)C(F)(F)F)=O